1-(3-methoxy-4-(((methylsulfonyl)oxy)-methyl)phenyl)cyclobutyl acetate C(C)(=O)OC1(CCC1)C1=CC(=C(C=C1)COS(=O)(=O)C)OC